NC=1C=2N(C3=CC(=C(C=C3N1)C#C)C(=O)N([C@@H]1COC3=C1C=CC(=C3)C(F)(F)F)C)C=NC2 (S)-4-amino-7-ethynyl-N-methyl-N-(6-(trifluoromethyl)-2,3-dihydrobenzofuran-3-yl)imidazo[1,5-a]quinoxaline-8-carboxamide